(R)-N-((2,3-Dihydrobenzofuran-6-yl)methylidene)-2-methylpropane-2-sulfinamide O1CCC2=C1C=C(C=C2)C=N[S@](=O)C(C)(C)C